4-(4-bromobutoxy)2-hydroxybenzaldehyde BrCCCCOC1=CC(=C(C=O)C=C1)O